N-(4-(4-amino-5-(4-(6-methylpyridin-2-yloxy)phenyl)-7-(2-morpholinoethyl)-7H-pyrrolo[2,3-d]pyrimidin-6-yl)phenyl)methacrylamide tert-butyl-2-bromoacetate C(C)(C)(C)OC(CBr)=O.NC=1C2=C(N=CN1)N(C(=C2C2=CC=C(C=C2)OC2=NC(=CC=C2)C)C2=CC=C(C=C2)NC(C(=C)C)=O)CCN2CCOCC2